5-(4-(2,6-dichloro-3,5-dimethoxyphenyl)imidazo[1,2-a][1,6]naphthyridin-8-yl)-2-fluoro-4-methoxyphenyl-acrylamide ClC1=C(C(=C(C=C1OC)OC)Cl)C=1C=2N(C3=CC(=NC=C3C1)C=1C(=CC(=C(C1)C(C(=O)N)=C)F)OC)C=CN2